Nitrophenyl benzoate C1=CC=C(C=C1)C(=O)OC2=CC=CC=C2[N+](=O)[O-]